2-cyclohexyl-3,1-naphthyridine-4-one C1(CCCCC1)C1=NC2=CC=CC=C2C(N1)=O